CC1=CC=C(C=C1)S(=O)(=O)OCCCOC1=CC(=C(C=C1)OCC1=CC=CC=C1)F 3-(4-benzyloxy-3-fluoro-phenoxy)propyl 4-methylbenzenesulfonate